nitrooxysilver [N+](=O)([O-])O[Ag]